butylene glycol montanate C(CCCCCCCCCCCCCCCCCCCCCCCCCCC)(=O)OCCCCO